[(5-methylfuran-2-yl)methyl]-3-{[6-(pyridin-2-yl)pyridazin-3-yl]amino}benzamide CC1=CC=C(O1)CC1=C(C(=O)N)C=CC=C1NC=1N=NC(=CC1)C1=NC=CC=C1